4-Oxo-4-(1-phenyl-3,4-dihydro-1H-isoquinolin-2-yl)-N-(4-pyridylmethyl)butyric acid amide O=C(CCC(=O)NCC1=CC=NC=C1)N1C(C2=CC=CC=C2CC1)C1=CC=CC=C1